NC=1C=CC2=C3C=CC(=CC3=C([N+](=C2C1)CCC[N+](C)(CC)CC)C1=CC=CC=C1)N 3,8-diamino-5-[3-(diethylmethylammonio)propyl]-6-phenylphenanthridinium